(4-(aminomethyl)piperidin-1-yl)-1-(4-fluorophenyl)propan-1-one NCC1CCN(CC1)C(C(=O)C1=CC=C(C=C1)F)C